BrC=1C=C2C=C(C=NC2=CC1)C(=O)NC1CCN(CC1)C(=O)C=1OC(=NN1)OCCOC(F)(F)F 6-bromo-N-(1-(5-(2-(trifluoromethoxy)ethoxy)-1,3,4-oxadiazole-2-carbonyl)piperidin-4-yl)quinoline-3-carboxamide